CN1N=NC2=C1C=CC(=C2C)C(CC(=O)O)C=2C=C(C1=C(C=CS1)C2)CN2CC1=C(C[C@H](C2)CC)C=CC=N1 3-(1,4-dimethyl-1H-benzotriazol-5-yl)-3-(7-{[(6R)-6-ethyl-5,6,7,9-tetrahydro-8H-pyrido[2,3-c]azepin-8-yl]methyl}-1-benzothiophen-5-yl)propanoic acid